N1(CCCCC1)CCOC1=CC=C(CO)C=C1 4-(2-(1-piperidinyl)ethoxy)benzyl alcohol